2-cyclopropyl-4-methyl-6-((2-methyl-4,5,6,7-tetrahydrobenzo[d]thiazol-4-yl)amino)pyrimidine C1(CC1)C1=NC(=CC(=N1)C)NC1CCCC2=C1N=C(S2)C